OC1=C(C(=CC(=C1)C)C)C1=CC=C(N=N1)N1C[C@H](CCC1)CNC(OC(C)(C)C)=O tert-butyl N-[[(3R)-1-[6-(2-hydroxy-4,6-dimethyl-phenyl)pyridazin-3-yl]-3-piperidyl]methyl]carbamate